5,13-Dimethylhexacosane CC(CCCC)CCCCCCCC(CCCCCCCCCCCCC)C